COC(COC1=NC2=CC(=CC(=C2N=C1)Br)C)=O 2-((5-bromo-7-methylquinoxalin-2-yl)oxy)acetic acid methyl ester